2-formyl-3,5-dihydroxypyridin-4-one C(=O)C1=NC=C(C(C1O)=O)O